2-chloro-4-[[5-[4-(difluoromethoxy)-2,3-difluoro-phenyl]-1-methyl-imidazole-2-carbonyl]amino]benzoic acid ClC1=C(C(=O)O)C=CC(=C1)NC(=O)C=1N(C(=CN1)C1=C(C(=C(C=C1)OC(F)F)F)F)C